FC(F)OC(C(C(F)F)F)(F)F 1,1,2,3,3-pentafluoropropyl difluoromethyl ether